FC1=CC(=C(C=C1)NC1=C(C(=O)O)C=CC(=C1)OC(F)(F)F)C 2-((4-fluoro-2-methylphenyl)amino)-4-(trifluoromethoxy)benzoic acid